N1N=NN=C1C1=CC(=CC(=C1)C1=NN=NN1)C1=NN=NN1 1,3,5-tris(1H-tetrazole-5-yl)benzene